The molecule is a 3beta-sterol that is cholesterol carrying an oxo group at position 22. It has a role as an EC 1.14.15.6 cholesterol monooxygenase (side-chain-cleaving) inhibitor. It is a 3beta-sterol and a cholestanoid. C[C@@H]([C@H]1CC[C@@H]2[C@@]1(CC[C@H]3[C@H]2CC=C4[C@@]3(CC[C@@H](C4)O)C)C)C(=O)CCC(C)C